ethyl 2-[5-[[(1R)-1-dibenzofuran-2-ylethyl]amino]-2-(o-tolyl)-6-oxo-pyrimidin-1-yl]acetate C1=C(C=CC=2OC3=C(C21)C=CC=C3)[C@@H](C)NC3=CN=C(N(C3=O)CC(=O)OCC)C3=C(C=CC=C3)C